N-(5-((6-((R)-3-(3,5-difluorophenyl)isoxazolidine-2-yl)pyrimidine-4-yl)amino)-2-(4-((3S,5R)-4-ethyl-3,5-dimethylpiperazine-1-yl)piperidine-1-yl)-4-methoxyphenyl)acrylamide FC=1C=C(C=C(C1)F)[C@@H]1N(OCC1)C1=CC(=NC=N1)NC=1C(=CC(=C(C1)NC(C=C)=O)N1CCC(CC1)N1C[C@@H](N([C@@H](C1)C)CC)C)OC